NC=1C2=C(N=CN1)N(C(=C2C2=CC=C(C=C2)C(=O)N2CCCC2)C2=CC(=C(C=C2)NC(C(=C)C)=O)F)C N-(4-(4-amino-7-methyl-5-(4-(pyrrolidine-1-carbonyl)phenyl)-7H-pyrrolo[2,3-d]pyrimidin-6-yl)-2-fluorophenyl)methacrylamide